ClC1=CC=2C3=C(C=NC2C=C1)N=C(N3[C@H]3C[C@H](OCC3)C)C3CCC(CC3)(F)F 8-chloro-2-(4,4-difluorocyclohexyl)-1-[(2R,4R)-2-methyltetrahydro-2H-pyran-4-yl]-1H-imidazo[4,5-c]quinoline